2-(3-(1-acetylpiperidin-4-yl)-5'-fluoro-1'-methyl-1H,1'H-[4,6'-biindazol]-1-yl)-N-(pyrazolo[1,5-b]pyridazin-3-yl)acetamide C(C)(=O)N1CCC(CC1)C1=NN(C=2C=CC=C(C12)C1=C(C=C2C=NN(C2=C1)C)F)CC(=O)NC=1C=NN2N=CC=CC21